ClC1=CC(=CN2C(=CC(=C12)I)C=1SC(=NN1)C(F)F)S(=O)(=O)NC1(CC1)C 8-chloro-3-(5-(difluoromethyl)-1,3,4-thiadiazol-2-yl)-1-iodo-N-(1-methylcyclopropyl)indolizine-6-sulfonamide